(1S,3R)-isopropyl 3-hydroxy-cyclohexanecarboxylate O[C@H]1C[C@H](CCC1)C(=O)OC(C)C